3-acetyl-butenolide C(C)(=O)C1=CC(=O)OC1